(20S)-bromomethyl-pregna-4,6-dien-3-one BrCCC[C@H]1CC[C@H]2[C@@H]3C=CC4=CC(CC[C@]4(C)[C@H]3CC[C@]12C)=O